6-chloro-3-(((S)-1-((S)-10-methyl-8-oxo-1,2,4,4a,5,6-hexahydro-8H-thieno[3'',2'':4',5']pyrimido[2',1':2,3]pyrimido[6,1-c][1,4]oxazin-11-yl)ethyl)amino)picolinic acid ClC1=CC=C(C(=N1)C(=O)O)N[C@@H](C)C1=C(SC2=C1N=C1N(CC[C@H]3COCCN31)C2=O)C